benzyl (S)-4-(isothiazol-4-yl)-6-(4-(methoxycarbonyl) phenyl)-3,6-dihydropyridine-1(2H)-carboxylate S1N=CC(=C1)C=1CCN([C@@H](C1)C1=CC=C(C=C1)C(=O)OC)C(=O)OCC1=CC=CC=C1